C(CCC)C1(CS(C2=C(N(C1)C1=CC=CC=C1)C=C(C(=C2)CSC(C(=O)OC)(C)C)SC)(=O)=O)CCCC methyl 2-(((3,3-dibutyl-7-(methylthio)-1,1-dioxido-5-phenyl-2,3,4,5-tetrahydro-1,5-benzothiazepin-8-yl)methyl)thio)-2-methylpropanoate